4-(1'-acetoxy-1'-methylethyl)-cyclohexanol acetate C(C)(=O)OC1CCC(CC1)C(C)(C)OC(C)=O